methyl (E)-3,4-difluoro-2-((2-fluoro-4-iodo-5-methoxyphenyl)amino)-5-((2-(4-methylphenyl)sulfonylhydrazono)methyl)benzoate FC=1C(=C(C(=O)OC)C=C(C1F)/C=N/NS(=O)(=O)C1=CC=C(C=C1)C)NC1=C(C=C(C(=C1)OC)I)F